2-(6,7-difluoro-1H-indol-3-yl)-N-isopropyl-N-methyl-2-oxoacetamide FC1=CC=C2C(=CNC2=C1F)C(C(=O)N(C)C(C)C)=O